C1CC12NCC(OC2)CC2=C(C=C(C=C2C)Cl)C2=NC=NN1C2=CC(=C1)CN1C(C2C(C2C1=O)(C)C)=O 3-((4-(2-((7-oxa-4-azaspiro[2.5]octan-6-yl)methyl)-5-chloro-3-methylphenyl)pyrrolo[2,1-f][1,2,4]triazin-6-yl)methyl)-6,6-dimethyl-3-azabicyclo[3.1.0]hexane-2,4-dione